CN(C1=NC=CC(=C1)C1OCCC(C1)C1=NC2=NC(=C(N=C2C(=N1)C12CC(C1)(C2)C(F)(F)F)C)C)C N,N-dimethyl-4-[rac-4-[6,7-dimethyl-4-[3-(trifluoromethyl)-1-bicyclo[1.1.1]pentanyl]pteridin-2-yl]tetrahydropyran-2-yl]pyridin-2-amine